C1(=CCC(C=C1)(C1=CC=C(C=C1)C(=O)O)C(=O)O)C1=CC=CC=C1 [1,1':4,1''-terphenyl]-4,4''-dicarboxylic acid